Fluoro-1'-(1-methyl-1H-pyrazol-5-yl)spiro[cyclohexane-1,3'-indolin]-2'-one FC1=C2C3(C(N(C2=CC=C1)C1=CC=NN1C)=O)CCCCC3